ClC1=C(C=C(C=C1)Cl)N=C=N dl-2,5-dichlorophenylcarbodiimide